C(C)N1CN(C=C1)CC N,N'-diethylimidazole